ClC=1C=CC2=C(NN=C2C1)C 6-chloro-3-methyl-2H-indazole